N-((3-fluoropyridin-2-yl)methyl)-2-(2-((2-(5-(3-(oxazol-2-yl)phenyl)-1H-benzo[d]imidazol-2-yl)ethyl)amino)ethyl)oxazole-4-carboxamide FC=1C(=NC=CC1)CNC(=O)C=1N=C(OC1)CCNCCC1=NC2=C(N1)C=CC(=C2)C2=CC(=CC=C2)C=2OC=CN2